FC1=CC=C(C=C1)C1=C(COCC1)CN1CCN(CC1)C(=O)C=1C=C2CN(C(C2=CC1)=O)C1C(NC(CC1)=O)=O 3-(5-(4-((4-(4-fluorophenyl)-5,6-dihydro-2H-pyran-3-yl)methyl)piperazine-1-carbonyl)-1-oxoisoindolin-2-yl)piperidine-2,6-dione